[Li].FC1=CC(=C(OC=2N=NC(=CC2C(=O)N[C@@H]2CNCCC2)C(F)(F)F)C=C1)OC (S)-3-(4-fluoro-2-methoxyphenoxy)-N-(piperidin-3-yl)-6-(trifluoromethyl)pyridazine-4-carboxamide lithium